ClC=1N=CC2=C(N1)C1(C(N(C2)C=2C=C(C=CC2C)NC(C2=CC(=CC=C2)C(F)(F)F)=O)=O)CC1 N-(3-(2'-chloro-7'-oxo-5'H-spiro[cyclopropane-1,8'-pyrido[4,3-d]pyrimidin]-6'(7'H)-yl)-4-methylphenyl)-3-(trifluoromethyl)benzamide